tert-Butyl (tetrahydro-2H-pyran-4-yl)(2-(4-(4,4,5,5-tetramethyl-1,3,2-dioxaborolan-2-yl)cyclohex-3-en-1-yl)ethyl)carbamate O1CCC(CC1)N(C(OC(C)(C)C)=O)CCC1CC=C(CC1)B1OC(C(O1)(C)C)(C)C